(2S,6R)-4-(4-(6-chloro-7-fluoroimidazo[1,2-a]pyridin-3-yl)pyrimidin-2-yl)-2-methyl-6-(1H-pyrazol-4-yl)morpholine tin [Sn].ClC=1C(=CC=2N(C1)C(=CN2)C2=NC(=NC=C2)N2C[C@@H](O[C@@H](C2)C=2C=NNC2)C)F